COC1=CC=CC=2C3=CC=CC=C3C3=CC=CC=C3C12 4-methoxytriphenylene